[Cl-].O1N=CC(=C1)C1(CC1)[NH3+] (1-isoxazol-4-ylcyclopropyl)ammonium chloride